C1OCC12CN(C2)C2=NC=CC(=N2)COC2=CC=C(C=C2)C(C)(C)C2=CC=C(CN1CC(C1)NC(OC(C)(C)C)=O)C=C2 tert-butyl (1-(4-(2-(4-((2-(2-oxa-6-azaspiro[3.3]heptan-6-yl)pyrimidin-4-yl) methoxy)phenyl)propan-2-yl)benzyl)azetidine-3-yl)carbamate